amino-2,2-difluoro-1,3-benzodioxole-5-carbonitrile NC1=C(C=CC=2OC(OC21)(F)F)C#N